FC1(C(CNCC1)=C)F 4,4-difluoro-3-methylenepiperidine